(Z)-2-(5-cyano-2-oxo-1-(1-(4-(propan-2-ylidene)cyclohexyl)piperidin-4-yl)indolin-3-ylidene)acetamide C(#N)C=1C=C2/C(/C(N(C2=CC1)C1CCN(CC1)C1CCC(CC1)=C(C)C)=O)=C/C(=O)N